2-(1-ethyl-1H-pyrazol-5-yl)-6,7-dihydro-5H-benzo[7]annulen-5-ol C(C)N1N=CC=C1C=1C=CC2=C(C=CCCC2O)C1